NCCC(=O)NCC=1SC(=CC1)C(CSC1=NC(=NC2=CC=C(C=C12)OC)C)=O 3-amino-N-((5-(2-((6-methoxy-2-methylquinazolin-4-yl)thio)acetyl)thiophen-2-yl)methyl)propanamide